FC1=CC=C(CNS(=O)(=O)C2=CC=C(C=C2)NC(=O)NCC2=CC=NC=C2)C=C1 N-(4-fluorobenzyl)-4-(3-(pyridin-4-ylmethyl)ureido)benzenesulfonamide